C(N)(=O)C1CCC(CC1)N1CC(C2=NC(=CC=C21)C(=O)N2C(CN(CC2)C2=NC(=C(C(=O)O)C(=C2)C)C)(C)C)(C)C 6-(4-(1-(4-carbamoylcyclohexyl)-3,3-dimethyl-2,3-dihydro-1H-pyrrolo[3,2-b]pyridine-5-carbonyl)-3,3-dimethylpiperazin-1-yl)-2,4-dimethylnicotinic acid